Cl.FS(C1=C(N)C=CC=C1)(F)(F)(F)F 2-(pentafluoro-λ6-sulfanyl)aniline hydrochloride